NC=1C=C(C=C(C1)C(F)(F)F)[C@@H](C)NC=1C2=C(N=C(N1)C)N=CC(=C2)P(C)(C)=O (R)-(4-(1-(3-amino-5-trifluoromethylphenyl)ethylamino)-2-methylpyrido[2,3-d]pyrimidin-6-yl)dimethylphosphine oxide